CC(CCCCC)(C)C=1C=CC(=C(C1)O)C1CC(CCC1)O 5-(1,1-dimethylhexyl)-2-(3-hydroxycyclohexyl)-phenol